BrC=1C=C2C=3CC(CCC3N(C2=C(C1)F)C)(F)F 6-bromo-3,3,8-trifluoro-9-methyl-2,3,4,9-tetrahydro-1H-carbazole